2-chloro-6-cyclopropyl-4-(1,2,2,2-tetrafluoro-1-(4-methyl-4H-1,2,4-triazol-3-yl)ethyl)pyridine ClC1=NC(=CC(=C1)C(C(F)(F)F)(C1=NN=CN1C)F)C1CC1